(S)-4-(4-Chlorophenyl)-3-(methylamino)butanoic acid ClC1=CC=C(C=C1)C[C@@H](CC(=O)O)NC